1-(2-naphthyl)isoquinoline C1=C(C=CC2=CC=CC=C12)C1=NC=CC2=CC=CC=C12